Trans-4-(2-hydroxyethyl)cyclohexane-1-amine OCC[C@@H]1CC[C@H](CC1)N